S(=O)(=O)([O-])[O-].P(=O)(O)(O)O.[Ba+2] barium phosphate sulfate